C1=CC=CC=2C3=CC=CC=C3C(C12)COC(=O)N(CC(=O)O)CCN(C(C)=O)C 2-({[(9H-fluoren-9-yl)methoxy]carbonyl}[2-(N-methylacetamido)ethyl]amino)acetic acid